5-nonyl-1-[3-(triethoxysilyl)propyl]-1H-tetrazole C(CCCCCCCC)C1=NN=NN1CCC[Si](OCC)(OCC)OCC